FC(N1N=CC(=C1)C=1C(=CC=2N(C1)C(=CN2)C2=CC=CC(=N2)N[C@H]2C(CNCC2)(F)F)OC)F (R)-6-(6-(1-(difluoro-methyl)-1H-pyrazol-4-yl)-7-methoxyimidazo-[1,2-a]pyridin-3-yl)-N-(3,3-difluoropiperidin-4-yl)pyridin-2-amine